3-(2-(tert-butoxy)ethoxy)-N-(5-(5-chloro-1H-pyrazol-1-yl)-1,3,4-thiadiazol-2-yl)-4-(2-cyano-6-methoxyphenyl)-2-oxo-2H-pyran-6-carboxamide C(C)(C)(C)OCCOC=1C(OC(=CC1C1=C(C=CC=C1OC)C#N)C(=O)NC=1SC(=NN1)N1N=CC=C1Cl)=O